NC1=CC(=NC(=C1)NC1=CC(=CC(=C1)F)F)C(=O)NC1=CC2=C(OCCO2)C=C1 4-Amino-6-((3,5-difluorophenyl)amino)-N-(2,3-dihydrobenzo[b][1,4]dioxin-6-yl)picolinamide